1-(5-bromo-2-hydroxymethylphenyl)-3-[3-(2-aminoethylamino)-5-trifluoromethoxyphenyl]urea BrC=1C=CC(=C(C1)NC(=O)NC1=CC(=CC(=C1)OC(F)(F)F)NCCN)CO